ClC1=C(C=C2C=C(N=CC2=C1)NC(=O)[C@@H]1CC12CCOCC2)C2CCN(CC2)[C@@]2(COC[C@@H]2F)C (1R)-N-(7-chloro-6-(1-((3R,4R)-4-fluoro-3-methyltetrahydrofuran-3-yl)piperidin-4-yl)isoquinolin-3-yl)-6-oxaspiro[2.5]octane-1-carboxamide